N-(4-(2-(dimethylamino)ethoxy)-2-methoxy-5-nitrophenyl)-4-(pyrazolo[1,5-a]pyridin-3-yl)pyrimidin-2-amine CN(CCOC1=CC(=C(C=C1[N+](=O)[O-])NC1=NC=CC(=N1)C=1C=NN2C1C=CC=C2)OC)C